(2-chlorophenyl)-1H-benzo[d]Imidazole-4-carboxamide ClC1=C(C=CC=C1)N1C=NC2=C1C=CC=C2C(=O)N